2,3-benzodiazepine C=1NN=CC=C2C1C=CC=C2